C(C)OC(=O)C=1N=NNC1OC1=CC(=CC=C1)C#CCC(C)C 5-(3-(4-methylpent-1-ynyl)phenoxy)-1H-1,2,3-triazole-4-carboxylic acid ethyl ester